3-(5-(4-((4-(4-((2,4-dioxotetrahydropyrimidin-1(2H)-yl)methyl)-2,5-difluorophenyl)piperidin-1-yl)methyl)phenyl)pyrimidin-2-yl)isoxazole-5-carboxylic acid hydrochloride salt Cl.O=C1N(CCC(N1)=O)CC1=CC(=C(C=C1F)C1CCN(CC1)CC1=CC=C(C=C1)C=1C=NC(=NC1)C1=NOC(=C1)C(=O)O)F